C12(CC(C1)(C2)NC(\C=C\C2=CC=C(C=C2)C(F)(F)F)=O)NC(\C=C\C2=CC=C(C=C2)C(F)(F)F)=O (2E,2'E)-N,N'-(bicyclo[1.1.1]pentane-1,3-diyl)bis{3-[4-(trifluoromethyl)phenyl]prop-2-enamide}